trans-Hex-2-enoic acid C(\C=C\CCC)(=O)O